[1,2,5]thiadiazine-4-carboxylate 1,1-dioxide S1(NC=C(N=C1)C(=O)[O-])(=O)=O